C(N)(O)=O.O=C1NN=C(C2=CC=CC=C12)C1=CC2=C(NC(=N2)NC(OCCF)=O)C=C1 2-Fluoroethyl (5-(4-oxo-3,4-dihydrophthalazin-1-yl)-1H-benzimidazol-2-yl)carbamate carbamate